ClC1=NC=C(C(=N1)OC1=NC=2C=CC3=C(C2N=C1)C1=C(S3)C(N[C@@H](CN1)C)=O)COC (R)-3-((2-chloro-5-(methoxymethyl)pyrimidin-4-yl)oxy)-10-methyl-9,10,11,12-tetrahydro-8H-[1,4]diazepino[5',6':4,5]thieno[3,2-f]quinoxalin-8-one